N1=CC=C(C=C1)CSCCOCCSCC1=CC=NC=C1 1,9-Bis(4-pyridinyl)-5-oxa-2,8-dithianonane